N-(3-Chlorophenyl)-N1-(3,4-dimethylphenyl)-6-morpholin-4-yl-[1,3,5]triazine-2,4-diamine hydrochloride Cl.ClC=1C=C(C=CC1)NC1N(C(=NC(=N1)N)N1CCOCC1)C1=CC(=C(C=C1)C)C